bis[2-hydroxy-5-methylbenzyl]methane OC1=C(CCCC2=C(C=CC(=C2)C)O)C=C(C=C1)C